C1(CC1)C([C@@H](C(NC=1C=NN(C1)CC1=CC=NNC1=O)=O)NC(=O)C=1N(N=CC1)C(C)C)C1CC1 N-[(1S)-1-(dicyclopropylmethyl)-2-oxo-2-[[1-[(6-oxo-1H-pyridazin-5-yl)methyl]pyrazol-4-yl]amino]ethyl]-2-isopropyl-pyrazole-3-carboxamide